CC=1C=C(CBr)C=C(C1)C 3,5-dimethylbenzyl bromide